(4R)-1'-(1-Benzyl-3-fluoropyrrolidine-3-carbonyl)-6-chloro-5-fluorospiro[benzo[d][1,3]oxazine-4,3'-piperidin]-2(1H)-one C(C1=CC=CC=C1)N1CC(CC1)(C(=O)N1C[C@@]2(CCC1)C1=C(NC(O2)=O)C=CC(=C1F)Cl)F